(S)-4-ethyl-7-((9-fluoro-2-iodo-1-carbonyl-6,7-dihydro-1H,5H-pyrido[3,2,1-ij]quinolin-3-yl)methyl)-4-hydroxy-1,7-dihydro-3H-pyrano[3,4-c]pyridine-3,8(4H)-dione C(C)[C@]1(C(OCC=2C(N(C=CC21)CC=2N1C3=C(C=C(C=C3C(C2I)=C=O)F)CCC1)=O)=O)O